9-(thiophene-2-yl)-10-(furan-2-yl)anthracene S1C(=CC=C1)C=1C2=CC=CC=C2C(=C2C=CC=CC12)C=1OC=CC1